C(=O)O.CN(CC(=O)O)C N,N-dimethylglycine formate salt